tert-butyl (S)-2-((S)-1-(4-fluorophenyl)-1,2,3,4-tetrahydroisoquinoline-2-carbonyl)-6-oxa-2,9-diazaspiro[4.5]decane-9-carboxylate FC1=CC=C(C=C1)[C@@H]1N(CCC2=CC=CC=C12)C(=O)N1C[C@]2(CC1)OCCN(C2)C(=O)OC(C)(C)C